C(#N)C1=CC(=CC=2SC3=CC=CC=C3C(C12)=O)Cl cyano-3-chlorothioxanthone